1-(2-carboxyethyl)-3-vinylimidazole bromide [Br-].C(=O)(O)CCN1CN(C=C1)C=C